(R)-3-(1-aminoethyl)-5-fluoropyridin-2-ol N[C@H](C)C=1C(=NC=C(C1)F)O